ClC1=CC(=NC=N1)NCC=1N=C2N(C=C(C=C2S(=O)(=O)N(C)C)C2CC2)C1 2-(((6-chloropyrimidin-4-yl)amino)methyl)-6-cyclopropyl-N,N-dimethylimidazo[1,2-a]pyridine-8-sulfonamide